methyl 4-((2S,4R)-2-((S)-1-(tert-butoxycarbonyl)pyrrolidin-2-yl)-5-chloro-6-fluoro-2-phenyl-2,3-dihydrobenzofuran-4-yl)-5-fluoro-6-(2-hydroxyethoxy)nicotinate C(C)(C)(C)OC(=O)N1[C@@H](CCC1)[C@@]1(OC2=C(C1)C(=C(C(=C2)F)Cl)C2=C(C(=NC=C2C(=O)OC)OCCO)F)C2=CC=CC=C2